ClC=1C(=NC(=C(C(=O)NC=2C=C(C(=O)O)C=CC2)C1)N1CCC(CCC1)(F)F)C 3-(5-chloro-2-(4,4-difluoroazepan-1-yl)-6-methylnicotinamido)benzoic acid